CC1=CC=C(C=C1)C(=O)CBr 2-bromo-4-methylacetophenone